C1(CCCCC1)NC(=O)C1CCC(CC1)C(=O)NC1CCCCC1 N,N'-dicyclohexyl-1,4-cyclohexanedicarboxamide